C(C)(C)(C)OC(=O)N1[C@H]2C=C([C@@H](C1=O)C2)C (1R,4S)-5-methyl-3-oxo-2-azabicyclo[2.2.1]hept-5-ene-2-carboxylic acid tert-butyl ester